6-(3-chloro-6-(difluoromethyl)-2-fluorophenyl)-3-(2-hydroxypropan-2-yl)pyrazine-2-carboxylic acid ClC=1C(=C(C(=CC1)C(F)F)C1=CN=C(C(=N1)C(=O)O)C(C)(C)O)F